2-methylpiperidine-4-carboxylic acid tert-butyl ester C(C)(C)(C)OC(=O)C1CC(NCC1)C